C(C)(C)(C)OC(=O)NC=1SC=2C(=NC=C(N2)C2(CC3(CC(C3)C(=O)OC)C2)O)N1 methyl 6-(2-((tert-butoxycarbonyl)amino)thiazolo[4,5-b]pyrazin-6-yl)-6-hydroxyspiro[3.3]heptane-2-carboxylate